(R)-N1-(7-amino-1-methyl-1H-pyrazolo[3,4-c]pyridin-4-yl)-N2-(1-(pyrimidin-2-yl)ethyl)-N2-((5-(trifluoromethyl)pyridin-2-yl)methyl)oxalamide NC=1N=CC(=C2C1N(N=C2)C)NC(C(=O)N(CC2=NC=C(C=C2)C(F)(F)F)[C@H](C)C2=NC=CC=N2)=O